2-(1-(3-Chloro-2-(((2-chloro-9-isopropyl-9H-purin-6-yl)amino)methyl)phenyl)-1H-pyrazol-3-yl)propan-2-ol ClC=1C(=C(C=CC1)N1N=C(C=C1)C(C)(C)O)CNC1=C2N=CN(C2=NC(=N1)Cl)C(C)C